N-((1r,4r)-4-((8-cyanoquinolin-5-yl)oxy)cyclohexyl)-6-(4-(hydroxymethyl)piperidin-1-yl)nicotinamide C(#N)C=1C=CC(=C2C=CC=NC12)OC1CCC(CC1)NC(C1=CN=C(C=C1)N1CCC(CC1)CO)=O